CN1N=NC2=C1C=CC(=C2C)[C@@H]([C@H](C(=O)O)C)C2=CC(=C(C=C2)C)CN2CC(OC1=C(C2)C=NC=C1)(C)C (2R,3S)-3-(1,4-Dimethyl-1H-benzo[d][1,2,3]triazol-5-yl)-3-(3-((2,2-dimethyl-2,3-dihydropyrido[3,4-f][1,4]oxazepin-4(5H)-yl)methyl)-4-methylphenyl)-2-methylpropanoic acid